ONCC#CC1=CC=C(C=C1)C1=N[C@@H](C=2N(C3=C1C(=C(S3)C)C)C(=NN2)C)CC(=O)OC(C)(C)C tert-butyl (R)-2-(4-(4-(3-(hydroxyamino) prop-1-yn-1-yl)phenyl)-2,3,9-trimethyl-6H-thieno[3,2-f][1,2,4]triazolo[4,3-a][1,4]diazepin-6-yl)acetate